C(CCC)[C@@]1(CS(C2=C(N(C1)C1=CC=C(C=C1)F)C=C(C(=C2)OC[C@H](C(=O)O)O)SC)(=O)=O)C (R)-3-(((S)-3-butyl-5-(4-fluorophenyl)-3-methyl-7-(methylsulfanyl)-1,1-dioxo-2,3,4,5-tetrahydro-1,5-benzothiazepin-8-yl)oxy)-2-hydroxypropionic acid